OCC1=CC=C(C=C1)C1=C(C=CC=C1)C#N 4-hydroxymethyl-2'-cyanobiphenyl